OCCOCC=1C=C(C=CC1)COCCO 2-([3-[(2-hydroxyethoxy)methyl]phenyl]methoxy)ethanol